(1R,3S)-3-(3-((1r,3S)-3-(2-formyl-3-hydroxyphenyl)cyclobutane-1-carboxamido)-1H-pyrazol-5-yl)cyclopentyl isopropylcarbamate C(C)(C)NC(O[C@H]1C[C@H](CC1)C1=CC(=NN1)NC(=O)C1CC(C1)C1=C(C(=CC=C1)O)C=O)=O